Cl.FC=1C=C(C=NC1)CN1N=CC(=C1)CN (1-((5-fluoropyridin-3-yl)methyl)-1H-pyrazol-4-yl)methylamine hydrochloride